OC1(CC(C1)C(=O)N1CC2(C1)C[C@@H](CC2)C2=C(C(=CC=C2)C(F)(F)F)C)C |r| (rac)-((1s,3s)-3-Hydroxy-3-methylcyclobutyl)(6-(2-methyl-3-(trifluoromethyl)phenyl)-2-azaspiro[3.4]octan-2-yl)methanon